2-(2-hydroxy-4-dodecyloxy-phenyl)-4,6-bis(2,4-dimethyl-phenyl)-1,3,5-triazine OC1=C(C=CC(=C1)OCCCCCCCCCCCC)C1=NC(=NC(=N1)C1=C(C=C(C=C1)C)C)C1=C(C=C(C=C1)C)C